SCCC(=O)O.SCCC(=O)O.C(O)C(CC)(CO)CO trimethylolpropane bis-(3-mercaptopropionate)